C(C)N(C1=CC=C2C=C(C(OC2=C1)=O)C1=NC2=CC=C(C=C2C(N1)=O)S(=O)(=O)N(CCO)CCO)CC 2-(7-(diethylamino)-2-oxo-2H-chromen-3-yl)-N,N-bis(2-hydroxyethyl)-4-oxo-3,4-dihydroquinazoline-6-sulfonamide